ClC=1C=CC2=C(C=C(O2)C(C(=O)N[C@@H]([C@H](O)C2=CC3=C(OCCO3)C=C2)CN2C[C@@H](CC2)F)(F)F)C1 2-(5-chlorobenzofuran-2-yl)-N-((1r,2r)-1-(2,3-dihydrobenzo[b][1,4]dioxin-6-yl)-3-((R)-3-fluoropyrrolidin-1-yl)-1-hydroxypropan-2-yl)-2,2-difluoroacetamide